COC(=O)C12CC(C1)(C2)NC(=O)N[C@]2(C(CCCC2)CO)C2=CC(=C(C=C2)CCC(C)(C)C)Cl 3-(3-{(R)-1-[3-chloro-4-(3,3-dimethyl-butyl)phenyl]-2-hydroxymethyl-cyclohexyl}ureido)bicyclo[1.1.1]pentane-1-carboxylic acid methyl ester